OC=1C=C2C[C@H](COC2=CC1)C(=O)O (R)-6-hydroxy-chroman-3-carboxylic acid